penta-ethylene glycol monododecyl ether C(CCCCCCCCCCC)OCCOCCOCCOCCOCCO